FC1=C(C=O)C(=CC=C1)[N+](=O)[O-] 2-FLUORO-6-NITROBENZALDEHYDE